2,2',3,3',4,5,5',6-octachlorobiphenyl ClC1=C(C(=C(C(=C1Cl)Cl)Cl)Cl)C1=C(C(=CC(=C1)Cl)Cl)Cl